1-{1,4-Dioxospiro[4.5]dec-8-yl}-3-[2-(2-methoxyethoxy)ethoxy]-1H-pyrazole-4-carboxylic acid ethyl ester C(C)OC(=O)C=1C(=NN(C1)C1CCC2(C(CCC2=O)=O)CC1)OCCOCCOC